C(C1CO1)OCCCO[Si](C)(C)C trimethylsilyloxypropyl glycidyl ether